N(=[N+]=[N-])CC1=NC(=CC=C1)COC1=C(C=CC=C1)F 2-(azidomethyl)-6-((2-fluorophenoxy)Methyl)pyridine